6-(1-((R)-1-((S)-1-acryloylpyrrolidine-3-carbonyl)pyrrolidin-3-yl)-1H-pyrazol-4-yl)-4-methoxypyrazolo[1,5-a]pyridine-3-carbonitrile C(C=C)(=O)N1C[C@H](CC1)C(=O)N1C[C@@H](CC1)N1N=CC(=C1)C=1C=C(C=2N(C1)N=CC2C#N)OC